8-(3-fluoro-2-methylphenyl)-9-(2-fluoro-4-((1-(3-fluoropropyl)azetidin-3-yl)methyl)phenyl)-6,7-dihydro-5H-benzo[7]annulene-3-carboxylic acid hydrochloride Cl.FC=1C(=C(C=CC1)C=1CCCC2=C(C1C1=C(C=C(C=C1)CC1CN(C1)CCCF)F)C=CC(=C2)C(=O)O)C